N,N'-Bis(5-ethyl-3-methoxy-2-octyloxybenzyl)-N,N'-dimethylethane-1,2-diamine C(C)C=1C=C(C(=C(CN(CCN(C)CC2=C(C(=CC(=C2)CC)OC)OCCCCCCCC)C)C1)OCCCCCCCC)OC